tris(dimethylammonium) arsenic [As+3].C[NH2+]C.C[NH2+]C.C[NH2+]C